4-[4-(4-Propylcyclohexyl)cyclohexenyl]-bromobenzene C(CC)C1CCC(CC1)C1CC=C(CC1)C1=CC=C(C=C1)Br